CC(CCC(=O)C12CC(C1)(C2)C)(C=C)C 4,4-Dimethyl-1-(3-methylbicyclo[1.1.1]pentan-1-yl)hex-5-en-1-one